FC1=C2CCN(C(C2=CC(=C1)OC)OC)C=1C=NC(=NC1)C1=NC=CC=N1 5-fluoro-1,7-dimethoxy-2-(2-pyrimidin-2-ylpyrimidin-5-yl)-3,4-dihydro-1H-isoquinoline